1-[4-(2,3-dihydro-1,4-benzodioxin-2-yl)benzyl]piperidine-3-carboxylic acid O1C(COC2=C1C=CC=C2)C2=CC=C(CN1CC(CCC1)C(=O)O)C=C2